FC1=C(C=CC=C1)C1=NC(=NC(=N1)N[C@H](C)C1CC1)N[C@H](C)C1CC1 6-(2-fluorophenyl)-N2,N4-bis((R)-1-cyclopropylethyl)-1,3,5-triazine-2,4-diamine